2-((4-(2-(4-chlorophenyl)-2,3-dihydrobenzo[b][1,4]dioxin-5-yl)piperidin-1-yl)methyl)-3-(((S)-oxetan-2-yl)methyl)-3H-imidazo[4,5-b]pyridine-5-carboxylic acid ClC1=CC=C(C=C1)C1COC2=C(O1)C=CC=C2C2CCN(CC2)CC2=NC=1C(=NC(=CC1)C(=O)O)N2C[C@H]2OCC2